4-(3-fluorophenyl)-N-(3-methanesulfonamidophenyl)thiophene-2-carboxamide FC=1C=C(C=CC1)C=1C=C(SC1)C(=O)NC1=CC(=CC=C1)NS(=O)(=O)C